Cl.CC1=NCCC2=C1NC1=CC(=CC=C21)O 4,9-dihydro-1-methyl-3H-pyrido[3,4-b]indole-7-ol hydrochloride